(S)-1-(2-((S)-3-((5-chloroquinolin-8-yl)oxy)pyrrolidin-1-yl)acetyl)pyrrolidine-2-carbonitrile ClC1=C2C=CC=NC2=C(C=C1)O[C@@H]1CN(CC1)CC(=O)N1[C@@H](CCC1)C#N